benzyl (trans-4-((5-cyano-4-(oxetan-3-ylamino)pyrimidin-2-yl)amino)cyclohexyl)(5-(2-methoxypyrimidin-5-yl)pyridin-2-yl)carbamate C(#N)C=1C(=NC(=NC1)N[C@@H]1CC[C@H](CC1)N(C(OCC1=CC=CC=C1)=O)C1=NC=C(C=C1)C=1C=NC(=NC1)OC)NC1COC1